3-[3-[5-chloro-2-(8-chloro-4-oxo-chromen-2-yl)-4-methyl-phenoxy]propylamino]cyclobutanecarboxylic acid ClC=1C(=CC(=C(OCCCNC2CC(C2)C(=O)O)C1)C=1OC2=C(C=CC=C2C(C1)=O)Cl)C